FC(C(=O)O)(F)F.CC1(CNC1)CCNS(N)(=O)=O 3-methyl-3-(2-sulfamoylaminoethyl)azetidine trifluoroacetate